3-{2-[(3,5-dimethyl-phenyl)amino]pyrimidin-4-yl}-1-methyl-1H-pyrazole-5-carboxamide CC=1C=C(C=C(C1)C)NC1=NC=CC(=N1)C1=NN(C(=C1)C(=O)N)C